isobutyl alcoholAte (1s,3s)-3-(2-cyclopropyl-1H-imidazol-1-yl)cyclobutyl-((7-chloro-2-(2,6-dioxopiperidin-3-yl)-4-fluoro-3-oxoisoindolin-5-yl)methyl)carbamate formate C(=O)[O-].C1(CC1)C=1N(C=CN1)C1CC(C1)N(C([O-])=O)CC=1C(=C2C(N(CC2=C(C1)Cl)[C@@H]1C(NC(CC1)=O)=O)=O)F.C(C(C)C)[O-]